methyl 4-bromo-2-fluoro-6-propionylaminobenzoate BrC1=CC(=C(C(=O)OC)C(=C1)NC(CC)=O)F